4-acrylamido-N-(3-oxo-3,4-dihydro-2H-benzo[b][1,4]thiazin-7-yl)benzamide C(C=C)(=O)NC1=CC=C(C(=O)NC=2C=CC3=C(SCC(N3)=O)C2)C=C1